NC1=NC=2C=CC=CC2C2=C1N=C(N2CC=2C=C(CNC(C1=C(C(=CC=C1)O)O)=O)C=CC2)CCCC N-(3-((4-amino-2-butyl-1H-imidazo[4,5-c]quinolin-1-yl)methyl)benzyl)-2,3-dihydroxybenzamide